4-methyl-N-(4-methylphenyl)sulfonyl-benzenesulphonamide CC1=CC=C(C=C1)S(=O)(=O)NS(=O)(=O)C1=CC=C(C=C1)C